Ethyl 4-(3-fluoro-2-methylphenyl)-6-methyl-2-(thiazol-2-yl)-1,4-dihydropyrimidine-5-carboxylate FC=1C(=C(C=CC1)C1N=C(NC(=C1C(=O)OCC)C)C=1SC=CN1)C